COC1O[C@H]2[C@H](CCOC(CCCCCCCCCC2)=O)O1 |r| (3aSR,17aRS)-2-methoxytetradecahydro-7H-[1,3]dioxolo[4,5-d][1]oxacyclohexadecin-7-one